NC=1N=CC2=CC(=C(C=C2C1)C=1CCN(CC1)C(=O)OC(C)(C)C)Cl tert-butyl 4-(3-amino-7-chloroisoquinolin-6-yl)-3,6-dihydropyridine-1(2H)-carboxylate